tert-butyl (2-(((S)-4-((tert-butoxycarbonyl)amino)pentyl)oxy)pyrimidin-4-yl)(1-(tert-butyl)-3-((1S,3R)-3-(((4-nitrophenoxy)carbonyl)oxy)cyclopentyl)-1H-pyrazol-5-yl)carbamate C(C)(C)(C)OC(=O)N[C@H](CCCOC1=NC=CC(=N1)N(C(OC(C)(C)C)=O)C1=CC(=NN1C(C)(C)C)[C@@H]1C[C@@H](CC1)OC(=O)OC1=CC=C(C=C1)[N+](=O)[O-])C